1-(2-(1-methyl-1H-imidazo[1,2-b]pyrazole-7-carbonyl)-2-azaspiro[3.3]heptan-6-yl)-3-(3-(4-methyl-1H-imidazol-1-yl)-5-(trifluoromethyl)phenyl)urea CN1C=CN2N=CC(=C21)C(=O)N2CC1(C2)CC(C1)NC(=O)NC1=CC(=CC(=C1)C(F)(F)F)N1C=NC(=C1)C